[C@H](C)(CC)NC(O[C@@H]1CO[C@@H](C1)C=1C=NC(=NC1)NC1=CC(=CC=C1)S(NC(=O)OC(C)(C)C)(=O)=O)=O (3S,5S)-5-(2-((3-(N-(tert-butoxycarbonyl)sulfamoyl)phenyl)amino)pyrimidin-5-yl)tetrahydrofuran-3-yl ((S)-sec-butyl)carbamate